(R)-1-(2-methylbenzyloxy)propan-2-ylamine hydrochloride Cl.CC1=C(COC[C@@H](C)N)C=CC=C1